bis(7-methyloctyl) benzene-1,2-Dicarboxylate C=1(C(=CC=CC1)C(=O)OCCCCCCC(C)C)C(=O)OCCCCCCC(C)C